C(C)(=O)CC(=O)CCC1=CC(OC)=C(O)C=C1 Acetylzingeron